3,6-diamino-1-vinyl-9H-thioxanthen-9-one 10,10-dioxide NC=1C=C(C=2C(C3=CC=C(C=C3S(C2C1)(=O)=O)N)=O)C=C